(2r,5r)-3-(4-aminophenyl-ethyl)-2-(1-(4-bromophenyl)-4-(4-fluorophenyl)-1H-pyrazol-3-yl)-5-methyl-oxazolidin-4-one NC1=CC=C(C=C1)CCN1[C@H](O[C@@H](C1=O)C)C1=NN(C=C1C1=CC=C(C=C1)F)C1=CC=C(C=C1)Br